C(C)OC1(C[C@H](N(CC1)[C@H](C)C1=CC=CC=C1)C(=O)OCC)OCC Ethyl (2S)-4,4-diethoxy-1-[(1R)-1-phenylethyl]piperidine-2-carboxylate